(S)-5-methyl-N-(3-(1-((3-methyl-1H-pyrazolo[3,4-b]pyrazin-5-yl)amino)ethyl)phenyl)nicotinamide CC=1C=NC=C(C(=O)NC2=CC(=CC=C2)[C@H](C)NC=2N=C3C(=NC2)NN=C3C)C1